1-(1H-1,3-benzodiazol-5-yl)methanamine N1C=NC2=C1C=CC(=C2)CN